C(C)OC1=CC=C(OC2=CC=C(C=N2)S(=O)(=O)N2[C@H]([C@@H]3CC[C@H](C2)N3C(=O)OCCOC)C(NO)=O)C=C1 2-methoxyethyl (1S,2R,5R)-3-((6-(4-ethoxyphenoxy)-pyridin-3-yl)-sulfonyl)-2-(hydroxycarbamoyl)-3,8-diazabicyclo-[3.2.1]octane-8-carboxylate